1-isopropyl-4,5,6,7-tetrahydro-1H-indazole-6-carboxamide C(C)(C)N1N=CC=2CCC(CC12)C(=O)N